3-benzyl-1-(trans-4-((5-cyano-4-(morpholin-4-yl)pyrimidin-2-yl)amino)cyclohexyl)-1-(5-(1-methyl-1H-pyrazol-4-yl)pyridin-2-yl)urea C(C1=CC=CC=C1)NC(N(C1=NC=C(C=C1)C=1C=NN(C1)C)[C@@H]1CC[C@H](CC1)NC1=NC=C(C(=N1)N1CCOCC1)C#N)=O